O-(pyridine-3-yl-methyl)-hydroxylamine N1=CC(=CC=C1)CON